ClC1=CC(=NC=C1\C=C\OCC)OC (E)-4-Chloro-5-(2-ethoxyvinyl)-2-methoxypyridine